(2S,3R)-Methyl 3-cyclopropyl-3-((RS)-2-(2'-fluoro-5'-methoxy-[1,1'-biphenyl]-4-yl)-1-methyl-1,2,3,4-tetrahydroquinolin-7-yl)-2-methylpropanoate C1(CC1)[C@H]([C@@H](C(=O)OC)C)C1=CC=C2CC[C@@H](N(C2=C1)C)C1=CC=C(C=C1)C1=C(C=CC(=C1)OC)F |&1:16|